C(#N)C1=CC(=C(COC2=C(C=CC(=N2)C2=CC(=C(CC=3N(C4=C(N3)SC(=C4)C(=O)O)C[C@H]4OCC4)C=C2F)F)F)C=C1)F (S)-2-(4-(6-((4-cyano-2-fluorobenzyl)oxy)-5-fluoropyridin-2-yl)-2,5-difluorobenzyl)-1-(oxetan-2-ylmethyl)-1H-thieno[2,3-d]imidazole-5-carboxylic acid